C1(CC1)N1CC(C(CC1)OC1=C2C(=NC=NC2=CC=C1OC)N)(F)F 5-((1-cyclopropyl-3,3-difluoropiperidin-4-yl)oxy)-6-methoxyquinazolin-4-amine